C(C)(C)\[N+](=C/C(CCCCCCCC)C)\[O-] (E)-N-isopropyl-2-methyldecan-1-imine oxide